5-[2-[(4,4-difluorocyclohexyl)amino]-5-methylsulfonylphenyl]-1,3-dimethylpyridin-2-one FC1(CCC(CC1)NC1=C(C=C(C=C1)S(=O)(=O)C)C=1C=C(C(N(C1)C)=O)C)F